methyl cis-6-picolinoyl-3-(trifluoromethyl)-6-azabicyclo[3.1.1]heptane-1-carboxylate N1=CC=CC=C1C(=O)C1C2(NC(CC1C(F)(F)F)C2)C(=O)OC